HYDROMORPHONE C1=CC(O)=C2C=3[C@@]45[C@@H](O2)C(=O)CC[C@H]4[C@@H](CC13)N(C)CC5